ClC=1C=C(C=CC1)N[C@@H](CC(C)C)C(=O)N1[C@H]2CC([C@@H]([C@@H]1C(=O)N[C@H](C[C@H]1C(NCCC1)=O)C#N)CC2)(F)F (1R,3R,4R)-2-((3-chlorophenyl)-L-leucyl)-N-((R)-1-cyano-2-((S)-2-oxopiperidin-3-yl)ethyl)-5,5-difluoro-2-azabicyclo[2.2.2]octane-3-carboxamide